C(C)(C)(C)C1=CC=C(C=C1)[S@](=NC(C1=CC(=CC=C1)F)=O)C1=C(C(=CC=C1)C)C1=C(C=CC=C1C)I N-((S)-(4-(tert-butyl)phenyl)((R)-2'-iodo-6,6'-dimethyl-[1,1'-biphenyl]-2-yl)-λ4-sulfaneylidene)-3-fluorobenzamide